C1(=CC=CC=C1)P(C1=CC=CC=C1)C(C)P(C1=CC=CC=C1)C1=CC=CC=C1 Bis(diphenylphosphino)ethan